N=1N(N=CC1)C1=C(C=C(C=N1)NC(=O)C=1C=NN(C1C(F)(F)F)C=1N2C3=C(C(NC3=CC1)=C=O)C=N2)C(F)(F)F N-(6-(2H-1,2,3-triazole-2-yl)-5-(trifluoromethyl)pyridin-3-yl)-1-(2-carbonyl-1,2-dihydro-1,4,4a-triazacyclopenta[cd]Inden-5-yl)-5-(trifluoromethyl)-1H-pyrazole-4-carboxamide